ClC1=CC=C(C=N1)NC1=NC=CC2=CC(=CC=C12)OCC=1C(=NNC1C)C N-(6-chloropyridin-3-yl)-6-((3,5-dimethyl-1H-pyrazol-4-yl)methoxy)isoquinolin-1-amine